ethyl 4-(cyclopentylamino)pyrimidine-5-carboxylate C1(CCCC1)NC1=NC=NC=C1C(=O)OCC